(R)-4-(4-bromophenyl)-3-(trifluoromethyl)morpholine BrC1=CC=C(C=C1)N1[C@H](COCC1)C(F)(F)F